N-{(1S)-1-Cyano-2-[(3R)-2,5-dioxopyrrolidin-3-yl]ethyl}-6,6-dimethyl-3-[3-methyl-N-(trifluoroacetyl)-L-valyl]-3-azabicyclo[3.1.0]hexane-2-carboxamide C(#N)[C@H](C[C@H]1C(NC(C1)=O)=O)NC(=O)C1C2C(C2CN1C([C@@H](NC(C(F)(F)F)=O)C(C)(C)C)=O)(C)C